butylphenyl-naphthalene C(CCC)C1=C(C2=CC=CC=C2C=C1)C1=CC=CC=C1